N1(CCC1)C1=CC2=C(C=C(O2)C(=O)NS(=O)(=O)C2=C(C=CC=C2OCC)OCC2=CC=CC=C2)C(=C1)F 6-(Azetidin-1-yl)-N-[2-(benzyloxy)-6-ethoxybenzene-1-sulfonyl]-4-fluoro-1-benzofuran-2-carboxamide